C(C(=O)O)(=O)O.P phosphine oxalate